(1r,3r)-N1-((3-(4,4-bis(ethoxymethyl)cyclohexyl)-1H-pyrazol-4-yl)methyl)-N1,N3-dimethylcyclobutane-1,3-diamine C(C)OCC1(CCC(CC1)C1=NNC=C1CN(C1CC(C1)NC)C)COCC